COC1=CC=C(CC(NC)C)C=C1 para-methoxy-N-methylamphetamine